C1(CC1)C=1N=CN(C1)C=1C=C(C=CC1C)NC(C1=NC(=CC=C1)C1=NN=CN1C(C)C)=O N-(3-(4-cyclopropyl-1H-imidazol-1-yl)-4-methylphenyl)-6-(4-isopropyl-4H-1,2,4-triazol-3-yl)picolinamide